2-(2-fluoro-4-(methoxymethoxy)benzo[b]thiophen-5-yl)-4,4,5,5-tetramethyl-1,3,2-dioxaborolane FC1=CC2=C(S1)C=CC(=C2OCOC)B2OC(C(O2)(C)C)(C)C